N1CCC(CC1)O[C@H]1C[C@@H](CC1)OC1CCNCC1 4-[(1r,3r)-3-(4-piperidinyloxy)cyclopentyloxy]piperidine